F[C@@H]1[C@@H](CNCC1)NC=1C2=C(N=CN1)C(=CC(=N2)C2=CC=C(C=C2)OCC(C)(C)O)C(=O)N 4-(((3R,4S)-4-fluoropiperidin-3-yl)amino)-6-(4-(2-hydroxy-2-methylpropoxy)phenyl)pyrido[3,2-d]pyrimidine-8-carboxamide